4-((5-fluoro-2-((4-(piperidin-1-yl)phenyl)amino)pyrimidin-4-yl)amino)benzoic acid methyl ester COC(C1=CC=C(C=C1)NC1=NC(=NC=C1F)NC1=CC=C(C=C1)N1CCCCC1)=O